methyl 4-aminoimidazo[2,1-f][1,2,4]triazine-7-carboxylate NC1=NC=NN2C1=NC=C2C(=O)OC